C(C1=CC=CC=C1)(=O)C1=CC=CC=C1 benzphenone